L-Alanyl-L-Glutamin-Dihydrat O.O.N[C@@H](C)C(=O)N[C@@H](CCC(N)=O)C(=O)O